NC=1C2=C(N=CN1)N(C(=C2C2=CC=C(C=C2)OC2=CC=CC=C2)C#CC2CC1(CN(C1)C(\C=C\CN1CC(C1)O)=O)C2)C (E)-1-(6-((4-amino-7-methyl-5-(4-phenoxyphenyl)-7H-pyrrolo[2,3-d]pyrimidin-6-yl)ethynyl)-2-azaspiro[3.3]heptan-2-yl)-4-(3-hydroxyazetidin-1-yl)but-2-en-1-one